C(#N)C1=CC=C(C=C1)N(CCC1OCC(CO1)(CO)NC(OC(C)(C)C)=O)CC1=CC(=C(C=C1)OC)F tertbutyl ((2s,5s)-2-(2-((4-cyanophenyl)(3-fluoro-4-methoxybenzyl)amino)ethyl)-5-(hydroxymethyl)-1,3-dioxan-5-yl)carbamate